C(C)(C)(C)C1=NNC(=C1)NC(OC1=CC=CC=C1)=O phenyl (3-(tert-butyl)-1H-pyrazol-5-yl)carbamate